3-oxo-3-(furan-2-yl)propionic acid ethyl ester C(C)OC(CC(C=1OC=CC1)=O)=O